2-chloro-5-ethyl-N-(8-methyl-2-oxo-3,4-dihydro-1H-quinolin-6-yl)pyridine-4-carboxamide ClC1=NC=C(C(=C1)C(=O)NC=1C=C2CCC(NC2=C(C1)C)=O)CC